2-((2-methyl-6-(3-methyl-4-(((4-(thiophen-3-yl)pyrimidin-2-yl)amino)methyl)isoxazol-5-yl)pyridin-3-yl)carbamoyl)cyclohexane-1-carboxylic acid CC1=NC(=CC=C1NC(=O)C1C(CCCC1)C(=O)O)C1=C(C(=NO1)C)CNC1=NC=CC(=N1)C1=CSC=C1